Methyl (E)-3-(1H-pyrazolo[3,4-b]pyridin-6-yl)acrylate N1N=CC=2C1=NC(=CC2)/C=C/C(=O)OC